C1CCN(CC1)CCO N-piperidinoethanol